FC1=C(C=C(C=C1)F)C(=O)C1=C(N(CC1)C1=NC=2N(C=C1)N=CC2)O (2,5-difluorophenyl)(2-hydroxy-1-(pyrazolo[1,5-a]pyrimidin-5-yl)-4,5-dihydro-1H-pyrrol-3-yl)methanone